2-(2,6-dioxopiperidin-3-yl)-5-((6-(4-(7-(trifluoromethyl)quinoxalin-2-yl)-1H-pyrazol-1-yl)hexyl)amino)isoindoline-1,3-dione O=C1NC(CCC1N1C(C2=CC=C(C=C2C1=O)NCCCCCCN1N=CC(=C1)C1=NC2=CC(=CC=C2N=C1)C(F)(F)F)=O)=O